[N+](=O)([O-])C1=CC=C(C=C1)C1CCN(CC1)C1CC2(CN(C2)C(=O)OCCCC)C1 butyl 6-[4-(4-nitrophenyl)-1-piperidyl]-2-azaspiro[3.3]heptane-2-carboxylate